2-(4-ethyl-2-(N-(6-((4-((2-fluoroacrylamido)methyl)-1H-pyrazol-1-yl)methyl)-4-methoxybenzo[d]isoxazol-3-yl)sulfamoyl)phenoxy)acetic acid C(C)C1=CC(=C(OCC(=O)O)C=C1)S(NC1=NOC2=C1C(=CC(=C2)CN2N=CC(=C2)CNC(C(=C)F)=O)OC)(=O)=O